C(C=C)(=O)NN[C@@H](CC1=CC=CC=C1)C(=O)O acrylamido-phenylalanine